1-(12-mercaptododecyl)imidazole SCCCCCCCCCCCCN1C=NC=C1